2-(3-chloropyridin-2-yl)acetic acid ClC=1C(=NC=CC1)CC(=O)O